C(C)(C)(C)OC(=O)N[C@@H](CC(C)(C)C)C(=O)N[C@@H](C[C@H]1C(NCCC1)=O)C(=O)N N-(tert-butoxycarbonyl)-4-methyl-L-leucyl-3-[(3S)-2-oxopiperidin-3-yl]-L-alaninamide